ICCCCCCNC(OC(C)(C)C)=O tert-butyl (6-iodohexyl)carbamate